(2S,3R,4R,5S)-2-(fluoromethyl)-1-((1-(4-(trifluoromethyl)phenyl)piperidin-4-yl)methyl)piperidine-3,4,5-triol FC[C@H]1N(C[C@@H]([C@H]([C@@H]1O)O)O)CC1CCN(CC1)C1=CC=C(C=C1)C(F)(F)F